4-(4-tert-butyl-5-chloro-2-methyl-phenyl)-5-chloro-2-methoxy-pyrido[2,3-d]pyridazine C(C)(C)(C)C1=CC(=C(C=C1Cl)C1=CC(=NC2=CN=NC(=C21)Cl)OC)C